(S)-3-((tert-Butoxycarbonyl)amino)-4-oxo-2,3,4,5-tetrahydrobenzo[b][1,4]oxazepine-7-carboxylic acid methyl ester COC(=O)C1=CC2=C(OC[C@@H](C(N2)=O)NC(=O)OC(C)(C)C)C=C1